C(#N)C1=CC(=C(C=C1)NS(=O)(=O)C1=CNC(=C1)C1=C(C=CC=C1OC)OC)F N-(4-cyano-2-fluoro-phenyl)-5-(2,6-dimethoxyphenyl)-1H-pyrrole-3-sulfonamide